1,4-bis[(3-ethyl-3-oxetanyl)methoxymethyl]cyclohexane C(C)C1(COC1)COCC1CCC(CC1)COCC1(COC1)CC